C(=O)O.FC1=CC=C(C=C1)C=1C=C2C(=NC=NC2=CC1)NCC=1C=NC(=CC1)C 6-(4-fluorophenyl)-N-((6-methylpyridin-3-yl)methyl)quinazolin-4-amine formate